C(C)(=O)N1C[C@H](CC1)OC1=CC2=C(C(N(CCN2C)C[C@@H](CN2CC3=CC=CC=C3CC2)O)=O)C=C1 8-[(3S)-1-acetylpyrrolidin-3-yl]oxy-4-[(2R)-3-(3,4-dihydro-1H-isoquinolin-2-yl)-2-hydroxypropyl]-1-methyl-2,3-dihydro-1,4-benzodiazepin-5-one